(7R,14R)-1-(difluoromethoxy)-11-(3-hydroxyprop-1-yn-1-yl)-6-(methyl-d3)-6,7-dihydro-7,14-methanobenzo[f]benzo[4,5]imidazo[1,2-a][1,4]diazocin-5(14H)-one FC(OC1=CC=CC=2C(N([C@H]3C=4N([C@@H](C21)C3)C3=C(N4)C=CC(=C3)C#CCO)C([2H])([2H])[2H])=O)F